C1(CC1)C1=NC=NC(=C1C=1N=C(C2=C(N1)C=CS2)OCC=2C=NC(=C(C2)F)C=2N(C=C(N2)C(F)(F)F)C)OC([2H])([2H])[2H] 2-[4-cyclopropyl-6-(trideuteriomethoxy)pyrimidin-5-yl]-4-[[5-fluoro-6-[1-methyl-4-(trifluoromethyl)imidazol-2-yl]-3-pyridyl]methoxy]thieno[3,2-d]pyrimidine